IC1=NN(C=C1)C1=CC(=CC=C1)[N+](=O)[O-] 3-iodo-1-(3-nitrophenyl)-1H-pyrazole